diphenyltetramethyl-cyclotrisiloxane C1(=CC=CC=C1)[Si]1(O[Si](O[Si](O1)(C)C)(C)C)C1=CC=CC=C1